CC1=CC=CC(=N1)C1=NN(C=C1C1=CC=NC2=CC=CC=C12)C(NC1=CC=CC=C1)=S 3-(6-methyl-2-pyridinyl)-N-phenyl-4-(4-quinolinyl)-1H-pyrazole-1-thiocarboamide